FC1=CC=C(C=C1)C1=C(N=C(C2=CC(=CC=C12)O)O[C@H](C(=O)O)C)C(CO)(C)C (2S)-2-[[4-(4-fluorophenyl)-7-hydroxy-3-(2-hydroxy-1,1-dimethyl-ethyl)-1-isoquinolyl]oxy]propanoic acid